[Si](C)(C)(C(C)(C)C)OCCOC=1C=C(N)C=CC1B1OC(C(O1)(C)C)(C)C 3-(2-((tert-butyldimethylsilyl)oxy)ethoxy)-4-(4,4,5,5-tetramethyl-1,3,2-dioxaborolan-2-yl)aniline